2-[1-[[2-[(cyclobutylmethylamino)methyl]-1H-indol-6-yl]methyl]triazol-4-yl]pyrido[1,2-a]pyrimidin-4-one C1(CCC1)CNCC=1NC2=CC(=CC=C2C1)CN1N=NC(=C1)C=1N=C2N(C(C1)=O)C=CC=C2